N-(4,6-dimethylpyridin-2-yl)-6-(4-(4-isopropylpiperazin-1-yl)phenyl)-1-methyl-2-(1H-pyrazol-3-yl)-1H-benzo[d]imidazol-4-amine CC1=CC(=NC(=C1)C)NC1=CC(=CC=2N(C(=NC21)C2=NNC=C2)C)C2=CC=C(C=C2)N2CCN(CC2)C(C)C